S(N)(=O)(=O)CCC1=CC=C(O1)C(=O)O 5-(2-sulfamylethyl)furan-2-carboxylic acid